methylenebis[6-(1-methylcyclohexyl)-p-cresol] C(C1=CC(=CC(=C1O)C1(CCCCC1)C)C)C1=CC(=CC(=C1O)C1(CCCCC1)C)C